C1(=C(C(=C(C=2C(=CC(=C(C12)[2H])[2H])[2H])[2H])[2H])C1=C(C2=C(C(=C(C(=C2C(=C1[2H])[2H])[2H])[2H])[2H])[2H])[2H])[2H] 2,2'-binaphthalen-1,3,4,5,7,8,1',3',4',5',6',7',8'-d13